3-(3-Bromophenyl)-2,3-dibromopropionic acid ethyl ester C(C)OC(C(C(Br)C1=CC(=CC=C1)Br)Br)=O